(3E,6S)-6-isopropenyl-3-methyl-3,9-decadienylcarboxylate C(=C)(C)[C@H](C/C=C(/CCC(=O)[O-])\C)CCC=C